C(C)(C)(C)OC(=O)N1CC2=C(CC1)N=C(S2)CO 2-(hydroxymethyl)-6,7-dihydrothiazolo[5,4-c]pyridine-5(4H)-carboxylic acid tert-butyl ester